1-[(3,4-Dichlorophenyl)methyl]-5-methyl-N-[4-(1,3-oxazol-2-yl)phenyl]-1H-1,2,3-triazole-4-carboxamide ClC=1C=C(C=CC1Cl)CN1N=NC(=C1C)C(=O)NC1=CC=C(C=C1)C=1OC=CN1